tert-butyl 3-(3-bromophenyl)butyrate BrC=1C=C(C=CC1)C(CC(=O)OC(C)(C)C)C